3,5-dibromobenzenethiol BrC=1C=C(C=C(C1)Br)S